6-((2-(2,6-dioxopiperidin-3-yl)-1,3-dioxoisoquinolin-4-yl)amino)hexanoic acid O=C1NC(CCC1N1C(C2=CC=CC=C2C(C1=O)NCCCCCC(=O)O)=O)=O